Cl.COCC1CCN(CC1)CO [4-(methoxymethyl)piperidin-yl]methanol hydrochloride